C(C)OC(=O)C1=CC2=C(N=C(N2CC=2N(C=CN2)CC)CCl)S1 2-(chloromethyl)-1-((1-ethyl-1H-imidazol-2-yl)methyl)-1H-thieno[2,3-d]Imidazole-5-carboxylic acid ethyl ester